7-(tert-butyl) 3-methyl 5,8-dihydro-1,7-naphthyridine-3,7(6H)-dicarboxylate N1=CC(=CC=2CCN(CC12)C(=O)OC(C)(C)C)C(=O)OC